NCCCC1=CC(=NC=C1)CCCNC(OC(C)(C)C)=O tert-butyl N-[3-[4-(3-aminopropyl)-2-pyridyl]propyl]carbamate